FC1(CCN(CC1)C=1C(=C(C=C2C=CC(=NC12)OC)NC(=O)OC(C)(C)C)F)F N-[8-(4,4-difluoropiperidinyl)-7-fluoro-2-methoxy(6-quinolinyl)](t-butoxy)carboxamide